N-[(2S,3S,4R,5S,6R)-2-[3,5-Dimethoxy-2-[3-(4-methoxyphenyl)prop-2-enoyl]phenoxy]-4,5-dihydroxy-6-(hydroxymethyl)oxan-3-yl]acetamide COC=1C(=C(O[C@@H]2O[C@@H]([C@H]([C@@H]([C@@H]2NC(C)=O)O)O)CO)C=C(C1)OC)C(C=CC1=CC=C(C=C1)OC)=O